2-((3-methyl-1-(1-methylpyrrolidin-3-yl)-1H-pyrazol-4-yl)amino)-4-((3-(3-oxo-1,4-oxazepan-4-yl)propyl)amino)pyrimidine-5-carbonitrile CC1=NN(C=C1NC1=NC=C(C(=N1)NCCCN1C(COCCC1)=O)C#N)C1CN(CC1)C